2-(((1R)-1-(2-cyano-3-(3,3-difluoro-2-methylazetidin-1-yl)-7-methylquinoxalin-5-yl)ethyl)amino)benzoic acid C(#N)C1=NC2=CC(=CC(=C2N=C1N1C(C(C1)(F)F)C)[C@@H](C)NC1=C(C(=O)O)C=CC=C1)C